O[C@@H]1[C@H](O)[C@@H](O)[C@H](O)[C@H](O1)CO ALPHA-D-GLUCOSE